4-(4-bromo-2-((dimethylamino)methyl)phenyl)thiomorpholine 1,1-dioxide BrC1=CC(=C(C=C1)N1CCS(CC1)(=O)=O)CN(C)C